1-Benzyl-5-(4-methoxyphenyl)-3,4-dimethyl-3-((phenylseleno)methyl)-1H-pyrrol-2(3H)-one C(C1=CC=CC=C1)N1C(C(C(=C1C1=CC=C(C=C1)OC)C)(C[Se]C1=CC=CC=C1)C)=O